[Cl-].C1[C@H]2[C@H](C[NH2+]C1)CCOC1=C2C=CC=C1 (4aR,11bS)-1,2,3,4,4a,5,6,11b-Octahydrobenzo[6,7]oxepino[4,5-c]pyridin-3-ium chloride